The molecule is a single-stranded DNA oligonucleotide comprised of two deoxyadenosine, one thymidine and three deoxycytidine residues connected by 3'->5' phosphodiester linkages in the sequence TCAACC. It has a role as an antigen. CC1=CN(C(=O)NC1=O)[C@H]2C[C@@H]([C@H](O2)CO)OP(=O)(O)OC[C@@H]3[C@H](C[C@@H](O3)N4C=CC(=NC4=O)N)OP(=O)(O)OC[C@@H]5[C@H](C[C@@H](O5)N6C=NC7=C(N=CN=C76)N)OP(=O)(O)OC[C@@H]8[C@H](C[C@@H](O8)N9C=NC1=C(N=CN=C19)N)OP(=O)(O)OC[C@@H]1[C@H](C[C@@H](O1)N1C=CC(=NC1=O)N)OP(=O)(O)OC[C@@H]1[C@H](C[C@@H](O1)N1C=CC(=NC1=O)N)O